(R)-5'-bromo-2'-oxo-1',2',5,7-tetrahydrospiro[cyclopenta[c]pyridine-6,3'-pyrrolo[2,3-b]pyridine]-3-carboxylic acid isopropyl ester C(C)(C)OC(=O)C1=CC2=C(C=N1)C[C@]1(C(NC3=NC=C(C=C31)Br)=O)C2